CC1(OCC(O1)C)C(=O)OF.[Na] sodium perfluoro (2,4-dimethyl-1,3-dioxolan-2-yl)carboxylate